C1=C(C=CC2=CC=CC=C12)C(CCB1OC(C(O1)(C)C)(C)C)NC(C(C)(C)C)=O N-(1-(naphthalene-2-yl)-3-(4,4,5,5-tetramethyl-1,3,2-dioxaborolan-2-yl)propyl)pivaloamide